4-[1-(4,4-difluorocyclohexyl)-4-hydroxy-2-tetrahydropyran-4-yl-indol-3-yl]benzoic acid FC1(CCC(CC1)N1C(=C(C2=C(C=CC=C12)O)C1=CC=C(C(=O)O)C=C1)C1CCOCC1)F